O1C=NC2=C1C=CC(=C2)C#N benzo[d]oxazole-5-carbonitrile